tert-Butyl N-[(1S)-2-[4-[1-(benzenesulfonyl)pyrrolo[2,3-b]pyridin-4-yl]anilino]-1-[(3-hydroxyphenyl)methyl]-2-oxo-ethyl]carbamate C1(=CC=CC=C1)S(=O)(=O)N1C=CC=2C1=NC=CC2C2=CC=C(NC([C@H](CC1=CC(=CC=C1)O)NC(OC(C)(C)C)=O)=O)C=C2